3',7'-dimorpholino-3-oxo-3H-dispiro[isobenzofuran-1,10'-dibenzo[b,e]siline-5',1''-silinane]-5-carboxylic acid O1CCN(CC1)C=1C=CC2=C(C1)[Si]1(CCCCC1)C1=C(C23OC(C2=CC(=CC=C23)C(=O)O)=O)C=CC(=C1)N1CCOCC1